2-((S)-1-acryloyl-4-((R)-2'-(((S)-1-methylpyrrolidin-2-yl)methoxy)-3,4,5',8'-tetrahydro-1H,6'H-spiro[naphthalene-2,7'-quinazolin]-4'-yl)piperazin-2-yl)acetonitrile C(C=C)(=O)N1[C@H](CN(CC1)C1=NC(=NC=2C[C@]3(CCC12)CC1=CC=CC=C1CC3)OC[C@H]3N(CCC3)C)CC#N